(+)-1-{(3R*,4S*)-4-[4-(difluoro-methoxy)phenyl]-2-oxopyrrolidin-3-yl}-3-(4-fluorophenyl)urea FC(OC1=CC=C(C=C1)[C@@H]1[C@H](C(NC1)=O)NC(=O)NC1=CC=C(C=C1)F)F |o1:9,10|